1-((5,6-bis(benzyloxy)pyrimidin-4-yl)methyl)-4-(4-((4-(((1,1-dioxotetrahydrothiophen-3-yl)amino)methyl)phenyl)ethynyl)phenyl)-3-isopropylimidazolin-2-one C(C1=CC=CC=C1)OC=1C(=NC=NC1OCC1=CC=CC=C1)CN1C(N(C(C1)C1=CC=C(C=C1)C#CC1=CC=C(C=C1)CNC1CS(CC1)(=O)=O)C(C)C)=O